tert-butyl N-(2-amino-6,8-dihydro-5H-pyrano[3,4-b]pyridin-5-yl)-N-methyl-carbamate NC1=CC=C2C(=N1)COCC2N(C(OC(C)(C)C)=O)C